FC1=CC(=CC2=C1NN=N2)CN2C(C1=CC=CC=C1C2C)=O 2-((7-fluoro-1H-benzo[d][1,2,3]triazol-5-yl)methyl)-3-methylisoindolin-1-one